FC=1C=C(C=C(C1)F)N1N=C(C2=C1C=1C=C(C(=CC1OC2)OC)C=2C=C(C=NC2)NC(CCCNC(OC(C)(C)C)=O)=O)C(=O)N2C(COCC2)(C)C tert-butyl (4-((5-(1-(3,5-difluorophenyl)-3-(3,3-dimethylmorpholine-4-carbonyl)-7-methoxy-1,4-dihydrochromeno[4,3-c]pyrazol-8-yl)pyridin-3-yl)amino)-4-oxobutyl)carbamate